C(CCC)N(CCCC)CN1N=NC2=C1C=CC=C2C(=O)O 1-[N,N-bis(1-butyl)aminomethyl]carboxybenzotriazole